C(=O)(C=C)C(O)(C[N+](C)(C)C)CC([O-])=O Acrylcarnitin